6'-Bromo-1'-((1s,3s)-3-methyl-3-(piperidin-1-yl)cyclobutyl)-2,3,5,6-tetrahydrospiro[pyran-4,3'-pyrrolo[3,2-b]pyridin]-2'(1'H)-one BrC=1C=C2C(=NC1)C1(C(N2C2CC(C2)(N2CCCCC2)C)=O)CCOCC1